3-(2-(ethyl(isopropyl)amino)ethyl)-7-fluoro-1H-indol-5-ol C(C)N(CCC1=CNC2=C(C=C(C=C12)O)F)C(C)C